3-((4,4-difluoropiperidin-1-yl)methyl)-5-(4,4-difluoropiperidin-3-yl)-2-methoxypyridine FC1(CCN(CC1)CC=1C(=NC=C(C1)C1CNCCC1(F)F)OC)F